hydrazyl-sulfur N(N)[S]